2-cyclopropyl-6-(4-(1'-cyclopropyl-1-methyl-2',6-dioxo-1,1',2',6-tetrahydro-[4,4'-bipyridin]-3-yl)-1H-pyrazol-1-yl)benzonitrile C1(CC1)C1=C(C#N)C(=CC=C1)N1N=CC(=C1)C1=CN(C(C=C1C1=CC(N(C=C1)C1CC1)=O)=O)C